(8-(but-3-en-1-yloxy)imidazo[1,2-a]pyrazin-6-yl)boronic acid C(CC=C)OC=1C=2N(C=C(N1)B(O)O)C=CN2